FC1=CC=C2C=3C=CC(=CC3NC2=C1)CC(=O)NC1=CC(=CC=C1)C(C)(C)O 2-(7-fluoro-9H-carbazol-2-yl)-N-(3-(2-hydroxypropane-2-yl)phenyl)acetamide